rhodium-chromium oxide [O-2].[Cr+3].[Rh+3].[O-2].[O-2]